11,14,17-eicosatrienoic acid C(CCCCCCCCCC=CCC=CCC=CCC)(=O)O